COC1=CC=C(CN(S(=O)(=O)C2=C(C=C(CN3C(=C(C=C3C3=CC(=CC=C3)Br)C(N)=S)CC3CC3)C=C2)F)CC2=CC=C(C=C2)OC)C=C1 1-(4-(N,N-bis(4-methoxybenzyl)aminosulfonyl)-3-fluorobenzyl)-5-(3-bromophenyl)-2-(cyclopropylmethyl)-1H-pyrrole-3-carbothiamide